OC1[C@H]([C@@H]2CC[C@H](C1)N2C(=O)OC(C)(C)C)C tert-butyl (1S,2S,5R)-3-hydroxy-2-methyl-8-azabicyclo[3.2.1]octane-8-carboxylate